C(C=C)(=O)OCCC[Si](Cl)(C)C 3-(acryloxy)propyl-dimethyl-chlorosilane